Pyridine-2-yl carbamate C(N)(OC1=NC=CC=C1)=O